NCC1=NNC(C2=CC=C(C=C12)C1=CN=C2N1C=CC(=C2)F)=O 4-(aminomethyl)-6-(7-fluoroimidazo[1,2-a]pyridin-3-yl)phthalazin-1(2H)-one